OC1=C(C=C(C=C1)C(CC(C)(C)C)(C)C)N1N=C2C(=N1)C=CC=C2 2-(2'-Hydroxy-5'-(1,1,3,3-tetramethylbutyl)phenyl)benzotriazol